fluoropyridine chloride [Cl-].FC1=NC=CC=C1